N6-(4,4-difluorocyclohexyl)-3-isopropyl-N8-(2-pyridylmethyl)-[1,2,4]triazolo[4,3-b]pyridazine-6,8-diamine FC1(CCC(CC1)NC=1C=C(C=2N(N1)C(=NN2)C(C)C)NCC2=NC=CC=C2)F